tert-butyl (2-(5-(aminomethyl)pyrazine-2-carboxamido)-5-fluorophenyl)carbamate NCC=1N=CC(=NC1)C(=O)NC1=C(C=C(C=C1)F)NC(OC(C)(C)C)=O